BrC1=CC(=C(CC2=NC3=C(N2CCOC)C=C(C=C3F)C(=O)OCC)C=C1C)Cl ethyl 2-(4-bromo-2-chloro-5-methylbenzyl)-4-fluoro-1-(2-methoxyethyl)-1H-benzo[d]imidazole-6-carboxylate